OC1=C(C=CC=C1)C1=CC(=CC=C1)CC1N(CCCC1NS(=O)(=O)C)C(=O)OC(C)(C)C tert-butyl 2-((2'-hydroxy-[1,1'-biphenyl]-3-yl)methyl)-3-(methylsulfonamido)piperidine-1-carboxylate